N[C@H]1[C@@H](CN(CC1)C1CCN(CC1)C=1C=C2[C@H](CN(CC2=CC1)C1=C2C(=NC=C1)N(N=C2)C)C)O trans-4-amino-1-[1-[(4R)-4-methyl-2-(1-methylpyrazolo[3,4-b]pyridin-4-yl)-3,4-dihydro-1H-isoquinolin-6-yl]-4-piperidinyl]piperidin-3-ol